2-(8-bromo-6-ethyl-2-methylquinolin-4-yl)-5-(1-methyl-3-(trifluoromethyl)-1H-pyrazol-4-yl)-3,4-dihydroisoquinolin-1(2H)-one BrC=1C=C(C=C2C(=CC(=NC12)C)N1C(C2=CC=CC(=C2CC1)C=1C(=NN(C1)C)C(F)(F)F)=O)CC